1-(1-(1H-benzo[d]imidazol-4-yl)azetidin-3-yl)-N,N-dimethyl-methanamine N1C=NC2=C1C=CC=C2N2CC(C2)CN(C)C